Cl.FC=1C(=C(C=CC1F)C(=O)N1CCNCC1)NC1=C(C=C(C=C1)I)F (3,4-difluoro-2-((2-fluoro-4-iodophenyl)amino)phenyl)(piperazin-1-yl)methanone, hydrochloride